tert-butyl (3-chloro-3-((2-hydroxy-3-(piperidin-1-yl)propoxy)imino)propyl)(methyl)carbamate ClC(CCN(C(OC(C)(C)C)=O)C)=NOCC(CN1CCCCC1)O